tert-butyl (2s,5r)-4-(3-((((E)-amino (cyclopropyl) methylene) amino) oxy)-1-(4-fluorophenyl)-3-oxopropyl)-2,5-dimethylpiperazine-1-carboxylate N\C(\C1CC1)=N\OC(CC(C1=CC=C(C=C1)F)N1C[C@@H](N(C[C@H]1C)C(=O)OC(C)(C)C)C)=O